N-benzyl-2-[(3R)-3-methyl-[1,4'-bipiperidine]-1'-yl]-1,3-thiazole-5-carboxamide C(C1=CC=CC=C1)NC(=O)C1=CN=C(S1)N1CCC(CC1)N1C[C@@H](CCC1)C